tert-butyl (2R,4R)-4-((tert-butyldiphenylsilyl)oxy)-2-((R)-1-hydroxyethyl)pyrrolidine-1-carboxylate [Si](C1=CC=CC=C1)(C1=CC=CC=C1)(C(C)(C)C)O[C@@H]1C[C@@H](N(C1)C(=O)OC(C)(C)C)[C@@H](C)O